FC1=CC=C(C=C1)C 1-fluoro-4-methylbenzene